FC=1C=C(C=CC1F)NC(=O)N1CC2=C(CC1)ON=C2C(=O)N[C@@H](C(F)(F)F)C N5-(3,4-difluorophenyl)-N3-[(2R)-1,1,1-trifluoropropan-2-yl]-4H,5H,6H,7H-[1,2]oxazolo[4,5-c]pyridine-3,5-dicarboxamide